2-fluoro-N-(6-(3-(hydroxymethyl)thiophen-2-yl)imidazo[1,2-a]pyridin-2-yl)cyclopropane-1-carboxamide FC1C(C1)C(=O)NC=1N=C2N(C=C(C=C2)C=2SC=CC2CO)C1